2,3-Bis[2-(2-pyridyl)ethylsulfanyl]propan-1-sulfonat N1=C(C=CC=C1)CCSC(CS(=O)(=O)[O-])CSCCC1=NC=CC=C1